C(#N)C1=CC=C2C(=C(NC2=C1F)C(=O)O)C 6-cyano-7-fluoro-3-methyl-1H-indole-2-carboxylic acid